(3R)-N-(4-Oxazolo[5,4-b]pyridin-2-ylphenyl)-1,1-dioxothiolan-3-carboxamid N1=C(OC2=NC=CC=C21)C2=CC=C(C=C2)NC(=O)[C@@H]2CS(CC2)(=O)=O